BrC1=C2OC=3C=CC=CC3C3=C2C(C=C1)=CC=C3 6-bromobenzo[kl]xanthene